(4S)-4-benzyl-3-[(2S)-2-(2-chloro-6-methoxy-phenyl)propanoyl]oxazolidin-2-one C(C1=CC=CC=C1)[C@@H]1N(C(OC1)=O)C([C@@H](C)C1=C(C=CC=C1OC)Cl)=O